8-(2,6-difluoro-4-(trifluoromethyl)phenyl)-9-(4-((1-(3-fluoropropyl)azetidin-3-ylidene)methyl)phenyl)-6,7-dihydro-5H-benzo[7]annulene-3-carboxylic acid FC1=C(C(=CC(=C1)C(F)(F)F)F)C=1CCCC2=C(C1C1=CC=C(C=C1)C=C1CN(C1)CCCF)C=CC(=C2)C(=O)O